Diethoxyphosphorylmethylsulfinylbenzen C(C)OP(=O)(OCC)CS(=O)C1=CC=CC=C1